NC[C@@H]1CC[C@H](CC1)N1CCN(CC1)C(=O)O 4-((trans)-4-(aminomethyl)cyclohexyl)piperazine-1-carboxylic acid